N-(5-(6-ethoxypyrazin-2-yl)pyridin-2-yl)-2-(2-(ethylsulfonamido)thiazol-4-yl)-2-methylpropanamide C(C)OC1=CN=CC(=N1)C=1C=CC(=NC1)NC(C(C)(C)C=1N=C(SC1)NS(=O)(=O)CC)=O